(Z)-4-((12-(Hexanoyloxy)octadec-9-en-1-yl)oxy)-4-oxobutanoic acid C(CCCCC)(=O)OC(C\C=C/CCCCCCCCOC(CCC(=O)O)=O)CCCCCC